1-methyl-(1S,2R)-(+)-cis-1,2,3,6-tetrahydrophthalate C[C@@]1(C(=O)[O-])[C@H](C(=O)[O-])CC=CC1